[Cl-].C(=O)(O)C1=C(C=CC=C1)C=1C2=CC=C(C=C2OC2=CC(C=CC12)=[N+](CC)CC)N(CC)CC [9-(2-carboxyphenyl)-6-diethylamino-3-xanthenylidene]-diethylammonium chloride